2-Oxo-6-phenyl-1H-quinoline-3-carboxylic acid O=C1NC2=CC=C(C=C2C=C1C(=O)O)C1=CC=CC=C1